CS(=O)(=O)OCCC1CCC2(OCCO2)CC1 2-(1,4-dioxaspiro[4.5]decan-8-yl)ethyl methanesulfonate